C(C)S(=O)(=O)C1=CC=C(C=C1)C=1C=C2CCN(C(C2=CC1)=O)C=1C=CC(=C(C1)NS(=O)(=O)C)OCOCCOC N-(5-(6-(4-(ethylsulfonyl)phenyl)-1-oxo-3,4-dihydroisoquinolin-2(1H)-yl)-2-((2-methoxyethoxy)methoxy)phenyl)methanesulfonamide